C1(=CC=C(C=C1)N(C1=CC=CC(=C1C(=O)NC=1C=CC=C2C=CC=NC12)C)C1=CC=CC(=C1C(=O)NC=1C=CC=C2C=CC=NC12)C)C 6,6'-(p-tolylazanediyl)bis(2-methyl-N-(quinolin-8-yl)benzamide)